OC1=C(C(=O)OCCCO)C=CC=C1 3-hydroxypropyl 2-hydroxybenzoate